N1=CC=CC=2CN(CCC12)C1=C(C=C(C=N1)C(=O)NCC=1C=NN2C1C=CC=C2)C 6-(7,8-dihydro-5H-1,6-naphthyridin-6-yl)-5-methyl-N-(pyrazolo[1,5-a]pyridin-3-ylmethyl)pyridine-3-carboxamide